tert-butyl(cyclobutylmethyl)((2-((4-(6-(dimethylamino)-7-fluoro-1-(tetrahydro-2H-pyran-2-yl)-1H-Indazol-4-yl)-1H-1,2,3-triazol-1-yl)methyl)imidazo[1,2-a]pyridin-6-yl)methyl)carbamate C(C)(C)(C)OC(N(CC=1C=CC=2N(C1)C=C(N2)CN2N=NC(=C2)C2=C1C=NN(C1=C(C(=C2)N(C)C)F)C2OCCCC2)CC2CCC2)=O